(R)-tert-butyl 3-(((3-(2-ethoxy-2-oxoethyl)benzo[d]isoxazol-7-yl)oxy)methyl)pyrrolidine-1-carboxylate C(C)OC(CC1=NOC2=C1C=CC=C2OC[C@H]2CN(CC2)C(=O)OC(C)(C)C)=O